FC=1C=C(C=CC1)CNC(C1=CN=CC(=C1N1CC2(CCN2)CC1)C1=CC(=CC(=C1)F)F)=O N-(m-fluorophenyl)methyl-4-(1,6-diaza-6-spiro[3.4]octyl)-5-(3,5-difluorophenyl)nicotinamide